(S)-1-(6-fluoro-4-(4-fluorophenyl)-3,4-dihydroquinoxaline-1(2H)-yl)-3-(3-hydroxypyrrolidin-1-yl)propan-1-one FC=1C=C2N(CCN(C2=CC1)C(CCN1C[C@H](CC1)O)=O)C1=CC=C(C=C1)F